tert-butyl 2,7-dimethyl-3-(((trifluoromethyl) sulfonyl) oxy)-2,4,5,7-tetrahydro-6H-pyrazolo[3,4-C]pyridine-6-carboxylate CN1N=C2C(N(CCC2=C1OS(=O)(=O)C(F)(F)F)C(=O)OC(C)(C)C)C